2-(2-Methyl-2H-indazol-5-yl)-6-(1,2,3,6-tetrahydropyridin-4-yl)-1,3-benzothiazol-Hydrochlorid Cl.CN1N=C2C=CC(=CC2=C1)C=1SC2=C(N1)C=CC(=C2)C=2CCNCC2